3-((4-(3-cyano-6,6,9-trimethyl-11-oxo-6,11-dihydro-5H-benzo[b]carbazol-8-yl)piperazin-1-yl)methyl)azetidine-1-carboxylic acid tert-butyl ester C(C)(C)(C)OC(=O)N1CC(C1)CN1CCN(CC1)C=1C(=CC2=C(C(C=3NC4=CC(=CC=C4C3C2=O)C#N)(C)C)C1)C